C(C1=C(C=CC(=N1)C(=O)N[C@H]1COCC1)N1CCNCC1)([2H])([2H])[2H] (R)-6-(Methyl-d3)-5-(piperazin-1-yl)-N-(tetrahydrofuran-3-yl)pyridineamide